C(C)(C)(C)[Al](C)C(C)(C)C bis(tertbutyl)methylaluminium